C(C)(C)(C)OC(=O)N1CCN(CC1)C=1C(=NC(=CC1)C(=O)OC)Br.BrC1=NC(=CC=C1N1CCN(CC1)C(=O)OC(C)(C)C)C(NC)=O tert-butyl 4-[2-bromo-6-(methylcarbamoyl)-3-pyridyl]piperazine-1-carboxylate tert-Butyl-4-(2-bromo-6-methoxycarbonyl-3-pyridyl)piperazine-1-carboxylate